S1C(=NC=C1)C1=CC=C(C=2N=C(OC21)N2CC1N(C(C2)C1)C(=O)OC(C)(C)C)C(C(F)(F)F)OCC(C)(C)O tert-Butyl 3-(7-(thiazol-2-yl)-4-(2,2,2-trifluoro-1-(2-hydroxy-2-methylpropoxy)ethyl)benzo[d]oxazol-2-yl)-3,6-diazabicyclo[3.1.1]heptane-6-carboxylate